FC[C@H](CN(CC[C@@H](C(=O)O)NC(=O)C1(CC1)C=1C(=NC=CC1)OC)CCCCC1=NC=2NCCCC2C=C1)OC (S)-4-(((S)-3-fluoro-2-methoxypropyl)(4-(5,6,7,8-tetrahydro-1,8-naphthyridin-2-yl)butyl)amino)-2-(1-(2-methoxypyridin-3-yl)cyclopropane-1-carboxamido)butanoic acid